C(C=C)(=O)OCC1CCC2C3CCC(C12)C3 (octahydro-4,7-methylene-1H-indenyl)methanol acrylate